C(CCCCCCC(=O)O)(=O)O.S(=O)(=O)(O)C1C(=O)NC(C1)=O.S(=O)(=O)(O)C1C(=O)NC(C1)=O Bis[sulfosuccinimide] suberate